BrC1=CC(=CC=C1)C=C 1-bromo-3-vinylbenzene